6-((2-((3R,4R)-3-amino-4-fluoropiperidin-1-yl)-5-chloro-1H-benzo[d]imidazol-1-yl)methyl)nicotinonitrile N[C@@H]1CN(CC[C@H]1F)C1=NC2=C(N1CC1=NC=C(C#N)C=C1)C=CC(=C2)Cl